N-(2-(2-aminoacetamido)ethyl)-4-((3-(1-(2,2-difluoroethyl)-3-(trifluoromethyl)-1H-pyrazol-4-yl)imidazo[1,2-a]pyrazin-8-yl)amino)-2-ethylbenzamide NCC(=O)NCCNC(C1=C(C=C(C=C1)NC=1C=2N(C=CN1)C(=CN2)C=2C(=NN(C2)CC(F)F)C(F)(F)F)CC)=O